(R)-4-(3-(4-oxoquinazolin-3(4H)-yl)piperidin-1-yl)-1H-indole-7-carbonitrile O=C1N(C=NC2=CC=CC=C12)[C@H]1CN(CCC1)C1=C2C=CNC2=C(C=C1)C#N